FC(C1=CC=C(C=C1)NC(=O)C1CN(CCN1)C(=O)OC(C)(C)C)(F)F tert-butyl 3-((4-(trifluoromethyl)phenyl)carbamoyl)piperazine-1-carboxylate